C(C)(C)(C)C1=C(C(C=O)=CC(=C1)C(C)(C)C)O 3,5-Di-tert-butyl-salicylaldehyde